1-acetyl-N-[4-(1,1,1,3,3,3-hexafluoro-2-methoxyprop-2-yl)-3-isobutylphenyl]-N-isobutyryl-3,5-dimethyl-1H-pyrazole-4-carboxamide C(C)(=O)N1N=C(C(=C1C)C(=O)N(C(C(C)C)=O)C1=CC(=C(C=C1)C(C(F)(F)F)(C(F)(F)F)OC)CC(C)C)C